3-bromo-2,5-dimethoxy-4-pentylbenzaldehyde BrC=1C(=C(C=O)C=C(C1CCCCC)OC)OC